3-[(6-methanesulfonyl-1,3-benzothiazol-2-yl)carbamoyl]bicyclo[2.2.1]hept-5-ene-2-carboxylic acid CS(=O)(=O)C1=CC2=C(N=C(S2)NC(=O)C2C(C3C=CC2C3)C(=O)O)C=C1